tetradecan-1-one C(CCCCCCCCCCCCC)=O